COC1CCCCC1 methoxycyclohexan